(R)-3-benzyl-8-(4-bromo-3-(trifluoromethyl)benzoyl)-7-methyl-4-(5-(4-methyl-4H-1,2,4-triazol-3-yl)pyridin-2-yl)-6,7,8,9-tetrahydropyrazolo[1,5-a]pyrido[4,3-e]pyrimidin-5(4H)-one C(C1=CC=CC=C1)C=1C=NN2C1N(C(C1=C2CN([C@@H](C1)C)C(C1=CC(=C(C=C1)Br)C(F)(F)F)=O)=O)C1=NC=C(C=C1)C1=NN=CN1C